N-(2-(4-cyclopropylpiperazine-1-yl)-4-methoxy-5-((6-((R)-3-phenylisoxazolidine-2-yl)pyrimidine-4-yl)amino)phenyl)acrylamide C1(CC1)N1CCN(CC1)C1=C(C=C(C(=C1)OC)NC1=NC=NC(=C1)N1OCC[C@@H]1C1=CC=CC=C1)NC(C=C)=O